C(C1=CC=CC=C1)(=O)N1C([C@H](C=C(C1=O)C)[C@@H](COP([O-])N(C(C)(C)CCC#N)C(C)C)COC(C1=CC=CC=C1)(C1=CC=C(C=C1)OC)C1=CC=C(C=C1)OC)=O (R)-2-((R)-1-benzoyl-5-methyl-2,6-dioxo-1,2,3,6-tetrahydropyridin-3-yl)-3-(bis(4-methoxyphenyl)(phenyl)methoxy)propyl(2-cyanoethyl)diisopropylphosphoramidite